[1-(5-Chlorothiophen-2-ylmethyl)-2,3-dihydro-1H-indol-5-yl]-carbamic acid tert-butyl ester C(C)(C)(C)OC(NC=1C=C2CCN(C2=CC1)CC=1SC(=CC1)Cl)=O